C1(CCCC1)C=1C=NC(=NC1)NC(C1=C(C=CC(=C1)[N+](=O)[O-])SC=1OC(=NN1)C)=O N-(5-cyclopentylpyrimidin-2-yl)-2-[(5-methyl-1,3,4-oxadiazol-2-yl)sulfanyl]-5-nitrobenzamide